tert-Butyl 4-(N-((1-isopropyl-1H-pyrazol-5-yl)methyl)cyanamido)butanoate C(C)(C)N1N=CC=C1CN(C#N)CCCC(=O)OC(C)(C)C